C(CCCCCCCCCCCCCCCCC)N1C(=C(C(C2=C(C=C(C=C12)OC)OC(=O)C(C)(C)C)=O)OC(=O)C(C)(C)C)C1=CC(=C(C=C1)OC(=O)C(C)(C)C)OC N-octadecyl-2-(3-methoxy-4-(tert-butylcarbonyloxy)-phenyl)-7-methoxy-3,5-di-(tert-butylcarbonyloxy)-quinolin-4-one